(1s,4s)-4-((5-(8-fluoroimidazo[1,2-a]pyridin-6-yl)-4-(methoxy-d3)-7H-pyrrolo[2,3-d]pyrimidin-2-yl)amino)-1-methylcyclohexan-1-ol FC=1C=2N(C=C(C1)C1=CNC=3N=C(N=C(C31)OC([2H])([2H])[2H])NC3CCC(CC3)(O)C)C=CN2